(S)-2-((4-((2-hydroxy-1-phenylethyl)amino)-5-(3,8-dioxa-1-azaspiro[4.5]dec-1-en-2-yl)pyrimidin-2-yl)amino)-7,7-dimethyl-6-propyl-6,7-dihydro-5H-pyrrolo[3,4-b]pyridin-5-one OC[C@H](C1=CC=CC=C1)NC1=NC(=NC=C1C1=NC2(CO1)CCOCC2)NC2=CC=C1C(=N2)C(N(C1=O)CCC)(C)C